C(=O)(O)C=1C=NC(=CC1)O 3-carboxy-6-hydroxypyridine